CC1(OCCN(C1)C1=NC=CC(=C1)OC1=CC(=C(C=C1)NC1=NC=NC2=CC(=C(C=C12)NC1CCN(CC1)C(C=C)=O)OC)F)C 1-(4-((4-((4-((2-(2,2-dimethylmorpholino)pyridin-4-yl)oxy)-2-fluorophenyl)amino)-7-methoxyquinazolin-6-yl)amino)piperidin-1-yl)prop-2-en-1-one